C1(NCCN2N=C3C=CC=CC3=C21)=O 1H,2H,3H,4H-pyrazino[1,2-b]indazol-1-one